BrC1=C(OC2=C(O[C@@H](C(=O)OC)OC)C=CC=C2)C=C(C(=C1)F)N1C(N(C(=C(C1=O)C)C(F)(F)F)C)=O methyl (2S)-2-[2-[2-bromo-5-[3,5-dimethyl-2,6-dioxo-4-(trifluoromethyl)pyrimidin-1-yl]-4-fluoro-phenoxy]phenoxy]-2-methoxy-acetate